FC1(OC2=C(O1)C=CC(=C2)NC2=NC=C(C(=C2)N2C=NC(=C2)C(=O)NC(CO)C2=CC=CC=C2)C)F 1-(2-((2,2-difluorobenzo[d][1,3]dioxol-5-yl)-amino)-5-methyl-pyridin-4-yl)-N-(2-hydroxy-1-phenylethyl)-1H-imidazole-4-carboxamide